ClC=1C=C(C=CC1)[C@@H]1[C@H](C1)C(=O)N[C@@H](C)C=1N=NN(C1)CC=1N=C2N(C=C(C=C2)C2CC2)C1 |&1:7,8,o1:13| rac-(1S*,2S*)-2-(3-chlorophenyl)-N-((S*)-1-(1-((6-cyclopropylimidazo[1,2-a]pyridin-2-yl)methyl)-1H-1,2,3-triazol-4-yl)ethyl)cyclopropane-1-carboxamide